FC=1C=C(C=CC1OC1=CC=NC2=CN=C(C=C12)OC)NC(=O)C1=NC(=C(N(C1=O)C1=CC=C(C=C1)F)C)C N-[3-fluoro-4-[(6-methoxy-1,7-naphthyridin-4-yl)oxy]phenyl]-4-(4-fluorophenyl)-5,6-dimethyl-3-oxopyrazine-2-carboxamide